(1-oxa-7-azaspiro[3.5]non-7-yl)pyrimidin-4-amine O1CCC12CCN(CC2)C2=NC=CC(=N2)N